ClC1=C(C=CC2=C1C(=N[C@H](C=1N2C=C(N1)C(=O)NC[C@@H](C)O)C)C1=NC=CC=C1F)C(F)(F)F (4S)-7-chloro-6-(3-fluoro-2-pyridinyl)-N-[(2R)-2-hydroxypropyl]-4-methyl-8-(trifluoromethyl)-4H-imidazo[1,2-a][1,4]benzodiazepine-2-Carboxamide